FC1=CC=CC=C1[N+](=O)[O-] 2-fluoro-3-nitrobenzene